C(C(C)C)[Si](O[SiH3])(CC(C)C)CC(C)C (triisobutylsiloxy)silane